2-methoxy-2-methyl-N-(Diethylmethoxysilylhexyl)-1-aza-2-silacyclopentane CO[Si]1(N(CCC1)CCCCCC[Si](OC)(CC)CC)C